1,1-diphenyl-1,3-butadiene C1(=CC=CC=C1)C(=CC=C)C1=CC=CC=C1